NCCCC1OCC2(CO1)COC(OC2)CCCN 3,9-bis-aminopropyl-2,4,8,10-tetraoxaspiro-(5.5)undecane